N1N=CC(=C1)S(=O)(=O)C1=CC=C(C=C1)NC(=O)NCC1=CN=CO1 1-(4-((1H-pyrazol-4-yl)sulfonyl)phenyl)-3-(oxazol-5-ylmethyl)urea